P(SCCCCCCCCCCCCCCCCCC)(SCCCCCCCCCCCCCCCCCC)SCCCCCCCCCCCCCCCCCC tri(octadecyl) trithiophosphite